N[C@H](C(=O)O)CSCC1=C(C=CC=C1)[N+](=O)[O-] (2R)-2-amino-3-[(2-nitrobenzyl)sulfanyl]Propionic acid